5-amino-3-((E)-2-(trans-4-(trifluoromethyl)cyclohexyl)vinyl)pyridinecarbonitrile NC=1C=C(C(=NC1)C#N)\C=C\[C@@H]1CC[C@H](CC1)C(F)(F)F